O=C(CCC1=C(C=CC=C1)C=1C=C(C(N(N1)COCC[Si](C)(C)C)=O)C(F)(F)F)N1CCN(CC1)C1=NC=C(C=N1)C(F)(F)F 6-[2-[3-oxo-3-[4-[5-(trifluoromethyl)pyrimidin-2-yl]piperazin-1-yl]propyl]phenyl]-4-(trifluoromethyl)-2-(2-trimethylsilylethoxymethyl)pyridazin-3-one